benzyl 5-[(diethoxyphosphoryl) (fluoro) methyl]-1-benzothiophene-2-carboxylate C(C)OP(=O)(OCC)C(C=1C=CC2=C(C=C(S2)C(=O)OCC2=CC=CC=C2)C1)F